FC=1C=NN(C1)C1=CC=C(C=N1)CN1C2CN(CC1C2)C2=CC=C(C=N2)C2=NC(=CC(=N2)NC2=NNC(=C2)C)C 2-(6-(6-((6-(4-fluoro-1H-pyrazol-1-yl)pyridin-3-yl)methyl)-3,6-diazabicyclo[3.1.1]heptan-3-yl)pyridin-3-yl)-6-methyl-N-(5-methyl-1H-pyrazol-3-yl)pyrimidin-4-amine